ClC=1C(=C(C(=CC1)OC(F)F)C1=CC(N2[C@@H](CCC2C1)C(=O)OCC=O)=O)F 2-oxoethyl (3S)-7-(3-chloro-6-(difluoromethoxy)-2-fluorophenyl)-5-oxo-1,2,3,5,8,8a-hexahydroindolizine-3-carboxylate